ClC=1C=C2C(=NN1)NC[C@@]1(N2C[C@@H](C1)OC1=NC=C(C#N)C(=C1C)C)C(F)F 6-(((6aR,8R)-2-chloro-6a-(difluoromethyl)-5,6,6a,7,8,9-hexahydro-pyrrolo[1',2':4,5]pyrazino[2,3-c]pyridazin-8-yl)oxy)-4,5-dimethylnicotinonitrile